O(C1=CC=CC=C1)P1(=NP(=NP(=N1)(OC1=CC=CC=C1)OC1=CC=CC=C1)(OC1=CC=CC=C1)OC1=CC=CC=C1)OC1=CC=CC=C1 2,2,4,4,6,6-hexaphenoxycyclotriphosphazene